C(#N)C1(CC1)C1=CC=CC(=N1)N1N=CC=2CC(CCC12)C(=O)N[C@H]1[C@H]2CC[C@@H](C1)N2CC2=CC=C(C=C2)OC 1-(6-(1-cyanocyclopropyl)pyridin-2-yl)-N-((1R,2R,4S)-7-(4-methoxybenzyl)-7-azabicyclo[2.2.1]heptan-2-yl)-4,5,6,7-tetrahydro-1H-indazole-5-carboxamide